(R)-7-((1-fluoropropan-2-yl)oxy)-2-(1-methyl-2-oxabicyclo[2.1.1]hexan-4-yl)imidazo[1,2-a]pyridine-6-carboxylic acid FC[C@@H](C)OC1=CC=2N(C=C1C(=O)O)C=C(N2)C21COC(C2)(C1)C